ClC=1C(=NC(=NC1)NC=1C=NC(=CC1)OC)C1=CC=C2CN(C(C2=C1)=O)[C@@H](C(=O)N[C@H](CO)C1=CC(=CC(=C1)OC)F)C (2R)-2-(6-{5-Chloro-2-[(6-methoxypyridin-3-yl)amino]pyrimidin-4-yl}-1-oxo-2,3-dihydro-1H-isoindol-2-yl)-N-[(1S)-1-(3-fluoro-5-methoxyphenyl)-2-hydroxyethyl]propanamid